2-(2-(4-chlorophenoxy)acetyl)-3-hydroxycyclohex-2-en-1-one ClC1=CC=C(OCC(=O)C=2C(CCCC2O)=O)C=C1